C(CCC)[N+](CCCC)(CCCC)CCCC.C(CCC)[N+](CCCC)(CCCC)CCCC.C(CCC)[N+](CCCC)(CCCC)CCCC.[Ru+2] ruthenium(II) tris(tetra-butylammonium)